C(C)(C)(C)C=1C=C(C=C(C1O)C)CCC(=O)OCC(C)(C)C1OCC2(CO1)COC(OC2)C(COC(CCC2=CC(=C(C(=C2)C)O)C(C)(C)C)=O)(C)C 3,9-bis-[2-[3-(3-tert-butyl-4-hydroxy-5-methylphenyl)-propionyloxy]-1,1-dimethylethyl]-2,4,8,10-tetraoxaspiro[5.5]undecane